4-(3-isopropyl-1H-pyrazol-5-yl)piperidine C(C)(C)C1=NNC(=C1)C1CCNCC1